2-(4-methoxyphenyl)acetophenone COC1=CC=C(C=C1)CC(=O)C1=CC=CC=C1